iron (II) 2-(diphenylphosphaneyl)cyclopenta-2,4-dien-1-ide C1(=CC=CC=C1)P(C=1[CH-]C=CC1)C1=CC=CC=C1.[Fe+2].C1(=CC=CC=C1)P(C1=CC=CC=C1)C=1[CH-]C=CC1